OCTADECANEDIOIC ACID C(CCCCCCCCCCCCCCCCC(=O)O)(=O)O